2-((3S,6R)-1-(3,4-dichlorobenzoyl)-6-methylpiperidin-3-yl)-5-hydroxy-N-(isoxazol-4-yl)-1-methyl-6-oxo-1,6-dihydropyrimidine-4-carboxamide ClC=1C=C(C(=O)N2C[C@H](CC[C@H]2C)C=2N(C(C(=C(N2)C(=O)NC=2C=NOC2)O)=O)C)C=CC1Cl